C1(C=CCC1)=O cyclopenteneOne